4-((9-chloro-7-(2,6-difluorophenyl)-5H-benzo[c]pyrimido[4,5-e]azepin-2-yl)amino)benzoic acid ClC=1C=CC2=C(C(=NCC3=C2N=C(N=C3)NC3=CC=C(C(=O)O)C=C3)C3=C(C=CC=C3F)F)C1